N,N-dimethyl-aminothiocarbonyl chloride CN(C(=S)Cl)C